3-iodo-2-((2-methylallyl)oxy)pyridine IC=1C(=NC=CC1)OCC(=C)C